(R)-(4-(4-bromo-2,3-difluorophenyl)-3-methylpiperazin-1-yl)(pyrrolidine-1-yl)methanone BrC1=C(C(=C(C=C1)N1[C@@H](CN(CC1)C(=O)N1CCCC1)C)F)F